C(N)(ON(C)OC)=O (methoxy (methyl) amino) carbamate